COCC1(CC1)NCC=1C=C(C=2N(C(C(=CN2)C2=CC(=CC=C2)C2(CC(C2)C)C2=NN=CN2C)=O)C1)C(F)(F)F 7-(((1-(methoxymethyl)cyclopropyl)amino)methyl)-3-(3-(3-methyl-1-(4-methyl-4H-1,2,4-triazol-3-yl)cyclobutyl)phenyl)-9-(trifluoromethyl)-4H-pyrido[1,2-a]pyrimidin-4-one